5-(2-chlorophenyl)-1-methyl-N-(4-(trifluoromethyl)pyridin-2-yl)-1H-pyrazole-4-carboxamide ClC1=C(C=CC=C1)C1=C(C=NN1C)C(=O)NC1=NC=CC(=C1)C(F)(F)F